[C@H]12COC[C@H](CC1)N2C=2C=CC1=C(N(C(=N1)OC)C(=O)NCCCC1=CC=CC=C1)C2 6-((1R,5S)-3-oxa-8-azabicyclo[3.2.1]Oct-8-yl)-2-methoxy-N-(3-phenylpropyl)-1H-benzo[d]Imidazole-1-carboxamide